C1(CCC1)N1CC(CC1=O)C(=O)NCC1=C(C=C(C=C1)Cl)Cl 1-cyclobutyl-N-[(2,4-dichlorophenyl)methyl]-5-oxopyrrolidine-3-carboxamid